C1(=CC=CC=C1)[NH-] N-phenyl-amide